Cl.N[C@@H](C)C1=NC(=NN1C1=NC=CC=N1)N 5-[(1S)-1-aminoethyl]-1-pyrimidin-2-yl-1,2,4-triazol-3-amine-hydrochloride